7-methyl-isoquinoline 2-oxide CC1=CC=C2C=C[N+](=CC2=C1)[O-]